4-(2-chlorophenyl)-2,3-dihydropyridazin-3-one hydrochloride Cl.ClC1=C(C=CC=C1)C=1C(NN=CC1)=O